(biphenyl-4-formamide) 5-chloro-2-methylbenzenediazonium salt zinc dichloride salt [Cl-].[Cl-].[Zn+].ClC=1C=CC(=C(C1)[N+]#N)C.C1(=CC=C(C=C1)C(=O)N)C1=CC=CC=C1